3-(4,4,5,5-Tetramethyl-1,3,2-dioxaborol-2-yl)-8-azabicyclo[3.2.1]octane CC1(OB(OC1(C)C)C1CC2CCC(C1)N2)C